N(=[N+]=[N-])C(CN=[N+]=[N-])C1=CC=C(C#N)C=C1 4-(1,2-diazidoethyl)benzonitrile